1,2,4,5-Tetra-methylbenzol CC1=C(C=C(C(=C1)C)C)C